C(C)S(=O)(=O)C1=C(C=C(C=C1)B1OC(C(O1)(C)C)(C)C)C (4-ethylsulfonyl-3-methyl-phenyl)-4,4,5,5-tetramethyl-1,3,2-dioxaborolane